CC1=C(C=CC(=C1C=1N=C2C(=NC1)NC(=C2C)C=2C=NC(=NC2)C)C)O 2,4-dimethyl-3-(7-methyl-6-(2-methylpyrimidin-5-yl)-5H-pyrrolo[2,3-b]pyrazin-2-yl)phenol